FC(C(=O)O)(F)F.C[C@@H]1CN(C[C@@H](N1)C)C1=C2C(=NC=C1)N(CC2)C(=O)NC=2C(=NC=1N(C2)N=C(N1)C)OC 4-((3R,5S)-3,5-dimethylpiperazin-1-yl)-N-(5-methoxy-2-methyl-[1,2,4]triazolo[1,5-a]pyrimidin-6-yl)-2,3-dihydro-1H-pyrrolo[2,3-b]pyridine-1-carboxamide 2,2,2-trifluoroacetate